C(C)(=O)NC=1C=C2C(=CN1)N(C=C2B2OC(C(O2)(C)C)(C)C)C(=O)OC(C)(C)C tert-butyl 5-acetamido-3-(4,4,5,5-tetramethyl-1,3,2-dioxborolan-2-yl)-1H-pyrrolo[2,3-c]pyridine-1-carboxylate